tert-butyl (3,6-dichloropyridazin-4-yl)carbamate ClC=1N=NC(=CC1NC(OC(C)(C)C)=O)Cl